Hexylphosphino-2',6'-diisopropyloxy-1,1'-biphenyl C(CCCCC)PC1=C(C=CC=C1)C1=C(C=CC=C1OC(C)C)OC(C)C